[Si](C)(C)(C(C)(C)C)O[C@@H]1C[C@@H](CCC1)NC=1N=NC(=C2C1C=NC=C2)C2=C(C=C(C=C2)C=C)O 2-[4-[[(1R,3S)-3-[tert-butyl(dimethyl)silyl]oxycyclohexyl]amino]pyrido[3,4-d]pyridazin-1-yl]-5-vinyl-phenol